C(#N)C1=C(C=C(C=C1F)NC(=O)N[C@@H](C)C=1N(N=CN1)C1=NC=CC=N1)F 1-(4-cyano-3,5-difluoro-phenyl)-3-[(1S)-1-(2-pyrimidin-2-yl-1,2,4-triazol-3-yl)ethyl]urea